C[C@H]1N2CCCOC3CCCCC3C3CCC(OC[C@@H]2[C@@]2(C1)NCCOC2)CC3 (1's,3R,13'R,16'S,19's)-13'-methyl-8',18'-dioxa-12'-azaspiro[morpholine-3,15'-tetracyclo[17.2.2.02,7.012,16]tricosane]